ClC=1C=C(C=CC1)N[C@H](CC(C)C)C(=O)N1[C@H]2CC([C@@H]([C@H]1C(=O)N[C@H](/C=C(\C(=O)OCC)/F)C[C@H]1C(NCC1)=O)CC2)(F)F ethyl (S,E)-4-((1R,3S,4R)-2-((3-chlorophenyl)-D-leucyl)-5,5-difluoro-2-azabicyclo[2.2.2]octane-3-carboxamido)-2-fluoro-5-((S)-2-oxopyrrolidin-3-yl)pent-2-enoate